C(C1=CC=CC=C1)OC(=O)N1C[C@H]([C@@](CCC1)(C)O)NC(=O)OCC1=CC=CC=C1 (3R,4S)-3-(((benzyloxy)carbonyl)amino)-4-hydroxy-4-methylazepan-1-carboxylic acid benzyl ester